N,N-dimethyl-1-{(1S,2R)-2-octylcyclopropyl}heptadecan-8-amine CN(C(CCCCCCC[C@@H]1[C@@H](C1)CCCCCCCC)CCCCCCCCC)C